((2S,4R,5R)-4-acetoxy-5-(4-(adamantan-1-ylamino)-6-chloro-1H-pyrazolo[3,4-d]pyrimidin-1-yl)-3-methylenetetrahydrofuran-2-yl)methyl benzoate C(C1=CC=CC=C1)(=O)OC[C@H]1O[C@H]([C@@H](C1=C)OC(C)=O)N1N=CC=2C1=NC(=NC2NC21CC3CC(CC(C2)C3)C1)Cl